5-(isopentenyl-aminomethyl)2-thio-uridine C(CC(=C)C)C(C=1C(NC(N([C@H]2[C@H](O)[C@H](O)[C@@H](CO)O2)C1)=S)=O)N